NC=1C=NN(C1)C1CCN(CC1)C(C(C)(C)C)=O 1-(4-(4-amino-1H-pyrazol-1-yl)piperidin-1-yl)-2,2-dimethylpropane-1-one